(1-(4-(3-fluoro-5-(trifluoromethyl)benzyl)pyridin-2-yl)-4-((2-hydroxyethyl)carbamoyl)-3-methyl-1H-pyrazol-5-yl)methyl acetate C(C)(=O)OCC1=C(C(=NN1C1=NC=CC(=C1)CC1=CC(=CC(=C1)C(F)(F)F)F)C)C(NCCO)=O